2-(2-(tert-butoxycarbonyl)-6-fluoro-1,2,3,4-tetrahydroisoquinolin-7-yl)benzo[d]imidazo[2,1-b]thiazole-7-carboxylic acid C(C)(C)(C)OC(=O)N1CC2=CC(=C(C=C2CC1)F)C=1N=C2SC3=C(N2C1)C=CC(=C3)C(=O)O